(R)-2-(4-(1-(7-((1-(2,4-dichlorophenyl)ethyl)amino)-[1,2,4]triazolo[1,5-a]pyrimidin-5-yl)azetidin-3-yl)piperidin-1-yl)ethan-1-ol ClC1=C(C=CC(=C1)Cl)[C@@H](C)NC1=CC(=NC=2N1N=CN2)N2CC(C2)C2CCN(CC2)CCO